tert-butyl (3-(3-(imino(1-isopropyl-2,3-dihydro-1H-pyrrolo[2,3-c]pyridine-5-yl)methyl)thioureido)pyrazin-2-yl)(methyl)carbamate N=C(NC(NC=1C(=NC=CN1)N(C(OC(C)(C)C)=O)C)=S)C=1C=C2C(=CN1)N(CC2)C(C)C